C1(CC1)C1=NNC(=N1)C1CC2(CN(C2)C(=O)N2CC3(C2)C[C@@H](CC3)CC3=CC=C(C=C3)S(=O)(=O)C(F)(F)F)C1 [6-(3-cyclopropyl-1H-1,2,4-triazol-5-yl)-2-azaspiro[3.3]heptan-2-yl]-[(6S)-6-(4-triflylbenzyl)-2-azaspiro[3.4]octan-2-yl]methanone